COCNC1=NC(=NC(=N1)N)N N-(methoxymethyl)-1,3,5-triazin-2,4,6-triamine